NC1=NC=C(C2=C1C(=C(N2C)C2=CC=C(C=C2)NC(C(=C)F)=O)C=2C=C(C(=NC2)C(=O)NCC(F)(F)F)Cl)C#CCOC2CCNCC2 5-(4-amino-2-{4-[(2-fluoroacrylamido)]phenyl}-7-[3-(hexahydropyridin-4-yloxy)prop-1-ynyl]-1-methylpyrrolo[3,2-c]pyridin-3-yl)-3-chloro-N-(2,2,2-trifluoroethyl)pyridine-2-carboxamide